(6-(azetidin-3-yl)pyridazin-3-yl)-5-(2-methyl-2H-pyrazolo[3,4-c]pyridin-5-yl)phenol hydrochloride Cl.N1CC(C1)C1=CC=C(N=N1)C1=C(C=C(C=C1)C1=CC=2C(C=N1)=NN(C2)C)O